1-(4-(6-chloro-8-fluoro-7-(2-fluoro-6-hydroxyphenyl)-2-(2-(pyrimidin-2-ylamino)ethyl)quinazolin-4-yl)piperazin-1-yl)prop-2-en-1-one ClC=1C=C2C(=NC(=NC2=C(C1C1=C(C=CC=C1O)F)F)CCNC1=NC=CC=N1)N1CCN(CC1)C(C=C)=O